2,3,4-trihydroxybenzoyl-serine OC1=C(C(=O)N[C@@H](CO)C(=O)O)C=CC(=C1O)O